CNC(=O)[C@H]1C[C@H]([C@@H]2OC(O[C@@H]21)(C)C)N2C=C1CCCNC=3C1=C2N=CN3 (3aR,4S,6R,6aS)-N,2,2-trimethyl-6-(6,7,8,9-tetrahydro-2H-2,3,5,6-tetraazabenzo[cd]azulen-2-yl)tetrahydro-4H-cyclopenta[d][1,3]dioxole-4-carboxamide